(R)-(3-amino-3-methylpiperidin-1-yl)(4-(5-methyl-7H-pyrrolo[2,3-d]pyrimidin-4-yl)-3,4-dihydro-2H-1,4-thiazin-6-yl)methanone hydrochloride Cl.N[C@]1(CN(CCC1)C(=O)C1=CN(CCS1)C=1C2=C(N=CN1)NC=C2C)C